(E)-3-(4-Hydroxy-3-methylphenyl)-1-(4-nitrophenyl)prop-2-en-1-one OC1=C(C=C(C=C1)/C=C/C(=O)C1=CC=C(C=C1)[N+](=O)[O-])C